Cl.C(CC(C)C)OC([C@@H](CN)NC(=O)OCC1=CC=CC=C1)=O (R)-3-amino-2-(((benzyloxy)carbonyl)amino)propionic acid isoamyl ester hydrochloride